4-chloro-6-isothiocyanato-1H-indole ClC1=C2C=CNC2=CC(=C1)N=C=S